(R)-1-(1-(6-chloro-4-oxo-3,4-dihydrophthalazin-1-yl)ethyl)-3-(4-fluorophenyl)-1-(3-hydroxypropyl)urea ClC=1C=C2C(NN=C(C2=CC1)[C@@H](C)N(C(=O)NC1=CC=C(C=C1)F)CCCO)=O